(3,5-difluoro-4-((2-(trifluoromethyl)pyrid-4-yl)oxy)phenyl)methanol FC=1C=C(C=C(C1OC1=CC(=NC=C1)C(F)(F)F)F)CO